OC(CCCCCCCCC(=O)N)CCCCCCCC 10-hydroxystearamide